((7-(((5S,8S,10aR)-3-acetyl-8-(cinnolin-6-ylcarbamoyl)-6-oxodeca-hydropyrrolo[1,2-a][1,5]diazocin-5-yl)carbamoyl)naphthalen-2-yl)difluoromethyl)phosphonic acid C(C)(=O)N1CC[C@@H]2N(C([C@H](C1)NC(=O)C1=CC=C3C=CC(=CC3=C1)C(F)(F)P(O)(O)=O)=O)[C@@H](CC2)C(NC=2C=C1C=CN=NC1=CC2)=O